COC1=CC=C(C=CC2=NC(=NC(=N2)C(Br)(Br)Br)C(Br)(Br)Br)C=C1 2-(4-methoxystyryl)-4,6-bis(tribromomethyl)-1,3,5-triazine